Cl.N[C@H](C(=O)N)C(C)C (S)-2-amino-3-methylbutanamide hydrochloride